CN1C=C(C=2C1=NC=CC2)C(=O)OC(C)(C)C tert-butyl 1-methyl-1H-pyrrolo[2,3-b]pyridine-3-carboxylate